benzoxazolesulfonyl chloride O1C(=NC2=C1C=CC=C2)S(=O)(=O)Cl